C(C)(C)(C)C1=CC=CC2=CC3=C(C=CC=C3C(=C12)OC(=O)C1C(CC=CC1)C(=O)O)C(C)(C)C 1,5-bis(tert-butyl)-9-[2-carboxy(4-cyclohexenyl)]carbonyloxyanthracene